2-Methyl-2-{[1-methyl-2-(6-trifluoromethoxy-benzothiazol-2-ylamino)-1H-benzimidazole-5-carbonyl]-amino}-propionic acid CC(C(=O)O)(C)NC(=O)C1=CC2=C(N(C(=N2)NC=2SC3=C(N2)C=CC(=C3)OC(F)(F)F)C)C=C1